C(#N)C=1C=NN2C1C(=CC(=C2)C=2C=NN(C2)C)C2=NC=C(C=N2)C(C(=O)N)=C (2-(3-cyano-6-(1-methyl-1H-pyrazol-4-yl)pyrazolo[1,5-a]pyridin-4-yl)pyrimidin-5-yl)acrylamide